C(CCCCCCC)C1C(C1)CCCCCCCCCCCCCCCCC 1-(2-octylcyclopropyl)heptadecan